C(C)(C)(C)C#CCC(CN(C(O)=O)CC=C)O[Si](C)(C)C(C)(C)C.C(CCC=C)[C@](N)(C)C(=O)O 2-(4-pentenyl)alanine tert-butyl-N-allyl-N-[2-[tert-butyl(dimethyl)silyl]oxypent-4-ynyl]carbamate